5'-(4-((2,5,8,11-tetraoxapentadecan-15-yl)oxy)-2-methoxy-5-(methoxycarbonyl)phenyl)-6,6''-dimethoxy-2',4',6'-trimethyl-[1,1':3',1''-terphenyl]-3,3''-dicarboxylate COCCOCCOCCOCCCCOC1=CC(=C(C=C1C(=O)OC)C=1C(=C(C(=C(C1C)C1=CC(=CC=C1OC)C(=O)[O-])C)C1=CC(=CC=C1OC)C(=O)[O-])C)OC